FC1=C(C=C2C(N(C(=NC2=C1)C)C1=C(C=CC=C1)C)=O)I 7-fluoro-6-iodo-2-methyl-3-(o-tolyl)quinazolin-4(3H)-one